N[C@@H]1[C@@H](OCC12CCN(CC2)C=2N=C(C(=NC2CO)SC2=CC=NC1=C2OCC2N1C(CC2)=O)C)C 4-((5-((3S,4S)-4-amino-3-methyl-2-oxa-8-azaspiro[4.5]decan-8-yl)-6-(hydroxymethyl)-3-methylpyrazin-2-yl)thio)-6,6a,7,8-tetrahydro-9H-pyrido[3,2-b]pyrrolo[1,2-d][1,4]oxazin-9-one